(2S)-2-[[(5R)-2,5-dimethylpyrrolidine-1-carbonyl]amino]-4-[2-propoxyethyl-[4-(5,6,7,8-tetrahydro-1,8-naphthyridin-2-yl)butyl]amino]butanoic acid CC1N([C@@H](CC1)C)C(=O)N[C@H](C(=O)O)CCN(CCCCC1=NC=2NCCCC2C=C1)CCOCCC